NC1=C(C(=NS1)OCC1=C(C=CC(=C1)C(NC1CC1)=O)Cl)C(=O)OC methyl 5-amino-3-[[2-chloro-5-(cyclopropylcarbamoyl)phenyl]methoxy]isothiazole-4-carboxylate